diazaspiro[5.5]undecane C1CCC2(CC1)CCCNN2